6-ethyl-3-methyloct-6-en-1-yl 4-oxopentanoate O=C(CCC(=O)OCCC(CCC(=CC)CC)C)C